CN(CCCC(=O)OC(CCCCC(=O)[O-])CCCCCCC)C 6-((4-(dimethylamino)butanoyl)oxy)tridecanoate